vanadium-titanium tetrachloride [Ti](Cl)(Cl)(Cl)Cl.[V]